NC1=C(C#N)C=C(C(=N1)Cl)OC amino-6-chloro-5-methoxynicotinonitrile